tert-butyl 4-hydroxy-4-(((4-phenylthiazol-2-yl)amino)methyl)piperidine-1-carboxylate OC1(CCN(CC1)C(=O)OC(C)(C)C)CNC=1SC=C(N1)C1=CC=CC=C1